C(C=C)(=O)OCCCCOC(C=C)=O Butylenglycol diacrylat